C(CCCCCCCCCCC)OCCC1=C(C(=C(C=C1)O)CCCCCCCCC)CCCCCCCCC dodecyloxyethylenedinonyl-phenol